triisopropyloxychlorosilane C(C)(C)O[Si](Cl)(OC(C)C)OC(C)C